3-(5-(((1R,2R)-2-(3-(6-methoxypyridin-3-yl)azetidin-1-yl)cyclohexyl)oxy)-1-oxoisoindolin-2-yl)piperidine-2,6-dione COC1=CC=C(C=N1)C1CN(C1)[C@H]1[C@@H](CCCC1)OC=1C=C2CN(C(C2=CC1)=O)C1C(NC(CC1)=O)=O